C(#C)C1=NC(=CC(=C1)C(=O)OCC)C#C ethyl 2,6-diethynylpyridine-4-carboxylate